7'-(2,6-dioxopiperidin-3-yl)-3',4'-Dihydro-6'H-spiro[piperidine-4,2'-pyrano[2,3-f]isoindole] O=C1NC(CCC1N1CC=2C=C3C(=CC2C1)OC1(CC3)CCNCC1)=O